5-(2-chloro-5-(trifluoromethyl)phenyl)-3-((2-methoxyethyl)amino)-4H-benzo[e][1,2,4]thiadiazine 1,1-dioxide ClC1=C(C=C(C=C1)C(F)(F)F)C1=CC=CC2=C1NC(=NS2(=O)=O)NCCOC